C(C)(C)C=1N=C(SC1CCC1=NOC2=C1C=C(C(=C2)OCCO)C)C2=CC=C(C=C2)C(F)(F)F 2-((3-(2-(4-isopropyl-2-(4-(trifluoromethyl)phenyl)thiazol-5-yl)ethyl)-5-methylbenzo[d]isoxazol-6-yl)oxy)ethan-1-ol